C(C)(C)NC1CC=C(CC1)C1=CC=C(C=C1)NC1=NC=CC(=N1)NC1=NC(=NC=C1)C1=NC(=CC=C1)C N2-[4-[4-(isopropylamino)cyclohexen-1-yl]phenyl]-N4-[2-(6-methyl-2-pyridyl)pyrimidin-4-yl]pyrimidine-2,4-diamine